COC([C@H](C(C)C)N(C(=O)N1C[C@@H](N(CC1)C(=O)OC(C)(C)C)C)C)=O.CC(CC(C)C)NC1=CC=C(C=C1)NC1=CC=CC=C1 N-(1,3-dimethylbutyl)-N'-phenyl p-phenylenediamine tert-butyl (S)-4-(((S)-1-methoxy-3-methyl-1-oxobutan-2-yl)(methyl)carbamoyl)-2-methylpiperazine-1-carboxylate